CC1(CCC=2C1=NC1=C(C2NC(=O)N=[S@](=O)(N)C2=CN=C(S2)C(C)(C)O)CCC1)C (R)-N'-((3,3-dimethyl-1,2,3,5,6,7-hexahydro-dicyclopenta[b,e]pyridin-8-yl)carbamoyl)-2-(2-hydroxypropan-2-yl)thiazole-5-sulfonimidamide